C(=C\C1=CC=C(C=C1S(=O)(=O)[O-])NC(=O)OCC(C)C)/C1=CC=C(C=C1S(=O)(=O)[O-])NC(=O)OCC(C)C.[Na+].[Na+] sodium (E)-6,6'-(ethene-1,2-diyl)bis(3-((isobutoxycarbonyl) amino)benzene-sulfonate)